2-(2-((S)-1-(2,3-Difluorobenzyl)-5-oxopyrrolidin-2-yl)acetamido)-N-(2,4-difluorophenyl)-3-methylbutanamide FC1=C(CN2[C@@H](CCC2=O)CC(=O)NC(C(=O)NC2=C(C=C(C=C2)F)F)C(C)C)C=CC=C1F